CC1=NN=C(O1)C=1C=C(C=CC1)C1CC(C1)N1N=C2N(C1=O)[C@@H](CC2)C2=CC=CC=C2 (S)-2-((1R,3S)-3-(3-(5-methyl-1,3,4-oxadiazol-2-yl)phenyl)cyclobutyl)-5-phenyl-2,5,6,7-tetrahydro-3H-pyrrolo[2,1-c][1,2,4]triazol-3-one